2-ureido-4[1H]-pyrimidone methyl-methacrylate COC(C(=C)C)=O.N(C(=O)N)C=1NC=CC(N1)=O